BrC1=C(C=C2C(=CN(C2=C1)C1CCC1)[C@@H](C(F)F)N[S@@](=O)C(C)(C)C)F (S)-N-((S)-1-(6-bromo-1-cyclobutyl-5-fluoro-1H-indol-3-yl)-2,2-difluoroethyl)-2-methylpropane-2-sulfinamide